The molecule is a myo-inositol pentakisphosphate that consists of 1D-myo-inositol having the five phospho groups located at positions 1, 2, 3, 4 and 5 as well as a diphospho group at position 6. It has a role as a Saccharomyces cerevisiae metabolite. It derives from a myo-inositol. [C@@H]1([C@H](C([C@H]([C@@H](C1OP(=O)(O)O)OP(=O)(O)O)OP(=O)(O)O)OP(=O)(O)OP(=O)(O)O)OP(=O)(O)O)OP(=O)(O)O